N-(2,7-dimethylthiochroman-4-yl)-2-oxo-6-(trifluoromethyl)-1,2-dihydropyridine-3-carboxamide CC1SC2=CC(=CC=C2C(C1)NC(=O)C=1C(NC(=CC1)C(F)(F)F)=O)C